6-((6-ethoxy-5-fluoropyridin-3-yl)methyl)-3-(1H-pyrazol-3-yl)-3,6-diazabicyclo[3.1.1]heptane C(C)OC1=C(C=C(C=N1)CN1C2CN(CC1C2)C2=NNC=C2)F